COCCC(C)(C)NC(=O)C1CNCCC1 piperidine-3-carboxylic acid (3-methoxy-1,1-dimethyl-propyl)-amide